FC(C(=O)O)(F)F.NCC(=O)N[C@H](C(=O)NCCN1C(C=CC1=O)=O)CC1=CC=CC=C1 (S)-2-(2-aminoacetamido)-N-(2-(2,5-dioxo-2,5-dihydro-1H-pyrrole-1-yl)ethyl)-3-phenylpropanamide trifluoroacetic acid salt